COC=1C(=C(C=CC1)C=1C=CC=2N(C1)C(N(N2)C2=NC=CC=C2)=O)C 6-(3-methoxy-2-methylphenyl)-2-(pyridin-2-yl)-[1,2,4]triazolo[4,3-a]pyridin-3(2H)-one